3-[4-cyclopropyl-1-(1-methyl-3-piperidyl)pyrazolo[3,4-c]pyridazin-5-yl]bicyclo[4.2.0]octa-1,3,5-trien-2-ol C1(CC1)C1=C2C(=NN=C1C=1C(=C3CCC3=CC1)O)N(N=C2)C2CN(CCC2)C